CNC(=O)C1=CC=C(C=N1)C=1CCN(CC1)CC1=NC=C2C(=C(C(NC2=C1)=O)C(F)(F)F)C N-Methyl-1'-((4-methyl-2-oxo-3-(trifluoromethyl)-1,2-dihydro-1,6-naphthyridin-7-yl)methyl)-1',2',3',6'-tetrahydro-[3,4'-bipyridyl]-6-formamide